C1(CCCCC1)C(C1CCN(CC1)C)N 1-cyclohexyl-1-(1-methylpiperidin-4-yl)methylamine